3-(3,4-Dihydro-2H-1,5-benzodioxepin-7-yl)-1-(2-hydroxy-4-methoxyphenyl)prop-2-en-1-one O1CCCOC2=C1C=CC(=C2)C=CC(=O)C2=C(C=C(C=C2)OC)O